OCCOC=1C=CC(=C(C(=O)O)C1)OC 5-(2-hydroxyethoxy)-2-methoxybenzoic acid